Tert-butyl (3S,4R)-3-fluoro-4-[[3-fluoro-4-[[4-[(3S)-3-hydroxy-3-methyl-1-piperidyl]-5-(trifluoromethyl)pyrimidin-2-yl]amino]phenyl]sulfonylamino]piperidine-1-carboxylate F[C@H]1CN(CC[C@H]1NS(=O)(=O)C1=CC(=C(C=C1)NC1=NC=C(C(=N1)N1C[C@@](CCC1)(C)O)C(F)(F)F)F)C(=O)OC(C)(C)C